C(CCCCCCCCCCCCC)N(C([C@@H](NC(CCCCCCCCCCC)=O)CCC(=O)O)=O)CCCCCCCCCCCCCC N-lauroyl-glutamic acid ditetradecyl amide